(1-(4-(2-(7,8-Dimethyl-[1,2,4]triazolo[1,5-a]pyridin-6-yl)-3-isopropyl-1H-indol-5-yl)cyclohexyl)azetidin-3,3-diyl)dimethanol CC1=C(C=2N(C=C1C=1NC3=CC=C(C=C3C1C(C)C)C1CCC(CC1)N1CC(C1)(CO)CO)N=CN2)C